ClC1=CC=C(C=C1)NS(=O)(=O)C=1C=C(C=CC1)NC(=O)C=1C=C(C=CC1)NC(OCC)=O ethyl (3-((3-(N-(4-chlorophenyl)sulfamoyl)phenyl)carbamoyl) phenyl)carbamate